N-(4-AMINO-3,4-DIOXO-1-PHENYLBUTAN-2-YL)-2-METHYL-5-PHENYLOXAZOLE-4-CARBOXAMIDE NC(C(C(CC1=CC=CC=C1)NC(=O)C=1N=C(OC1C1=CC=CC=C1)C)=O)=O